2-(2-chlorophenyl)-2-(4-cyclopropyl-2-pyridyl)-N-(methylcarbamoyl)acetamide ClC1=C(C=CC=C1)C(C(=O)NC(NC)=O)C1=NC=CC(=C1)C1CC1